[Sn].[Y] Yttrium-tin